C(C)N(C1=C(C(=NC=N1)NC[C@]1([C@@H](CN(CC1)[C@@H](C(=O)N)C1=CC=NC=C1)O)O)F)CC1=CC=C(C=C1)C(F)(F)F |o1:17| rel-(R)-2-((3R,4R)-4-(((6-(ethyl(4-(trifluoromethyl)benzyl)amino)-5-fluoropyrimidin-4-yl)amino)methyl)-3,4-dihydroxypiperidin-1-yl)-2-(pyridin-4-yl)acetamide